FC1=CC=C(COC2=C(C3=CC=CC=C3C=C2)CC2N(CCC(C2)N)C)C=C1 ((2-((4-fluorobenzyl)oxy)naphthalen-1-yl)methyl)-1-methylpiperidin-4-amine